N1=NCN(C=C1)N [1,2,4]triazine-4-amine